C(C)(C)C=1C=CC(=C(C1)N1CCN(CC1)CC=1SC2=C(N1)C=CC=C2)C=2N=NNN2 2-[[4-[5-isopropyl-2-(2H-tetrazol-5-yl)phenyl]piperazin-1-yl]methyl]-1,3-benzothiazole